FC=1C=C2C3(C4=C(NC2=CC1)C1=CC=CC=C1OC4=O)C(NC=4C=CC1=C(C43)C=CC=C1)=O 9'-fluorospiro[benzo[e]indole-1,7'-chromeno[4,3-b]quinoline]-2,6'(3H,12'H)-dione